FC=1C=C(C#N)C=C(C1)[C@@H]1CC=NN1C(=O)N1CCN(CC1)C1=NC=C(C(=N1)C=1C(=NNC1)C)F (S)-3-fluoro-5-(1-(4-(5-fluoro-4-(3-methyl-1H-pyrazol-4-yl)pyrimidin-2-yl)piperazine-1-carbonyl)-4,5-dihydro-1H-pyrazol-5-yl)benzonitrile